FC1=C(OC2CN(CC2)C(=O)N2C[C@@H]3[C@@H](OCC(N3)=O)CC2)C=C(C=C1)C(F)(F)F |r| rac-(4aR,8aS)-6-[3-[2-fluoro-5-(trifluoromethyl)phenoxy]pyrrolidine-1-carbonyl]-4,4a,5,7,8,8a-hexahydropyrido[4,3-b][1,4]oxazin-3-one